ClC=1C(=CC(=NC1)OC)C1=CC(=NN1)C(=O)N1CCC(CC1)C(=O)NCC1=NC=C(C=N1)C(F)F 1-[5-(5-chloro-2-methoxypyridin-4-yl)-1H-pyrazole-3-carbonyl]-N-{[5-(difluoromethyl)pyrimidin-2-yl]methyl}piperidine-4-carboxamide